tert-butyl 1-(6-chloro-4-(prop-1-en-2-yl)-2,7-naphthyridin-1-yl)-1,6-diazaspiro[3.3]heptane-6-carboxylate ClC=1C=C2C(=CN=C(C2=CN1)N1CCC12CN(C2)C(=O)OC(C)(C)C)C(=C)C